[Si](C)(C)(C(C)(C)C)O[C@@H](C\C=C/C\C=C/CCC(=O)OC)\C=C\C=C\C=C\[C@H](C\C=C/CC)O[Si](C)(C)C(C)(C)C Methyl (4Z,7Z,10S,11E,13E,15E,17S,19Z)-10,17-bis{[tert-butyl(dimethyl)silyl] oxy}docosa-4,7,11,13,15,19-hexaenoate